1-(4-benzimidazol-1-yl-phenyl)-3-(5-phenyl-1H-pyrazol-3-yl)-urea N1(C=NC2=C1C=CC=C2)C2=CC=C(C=C2)NC(=O)NC2=NNC(=C2)C2=CC=CC=C2